3-(1-(3-aminophenyl)ethyl)-2-oxo-3,4-dihydro-2H-benzo[e][1,3]oxazin-7-yl dimethylcarbamate CN(C(OC1=CC2=C(CN(C(O2)=O)C(C)C2=CC(=CC=C2)N)C=C1)=O)C